CNC1=CC(=C(C(=C1)NC)O)CC 4,6-dimethylaminoethylphenol